4-(p-methylphenyl)-5-ethoxycarbonyl-6-methyl-3,4-dihydropyrimidine-2(1H)-one CC1=CC=C(C=C1)C1NC(NC(=C1C(=O)OCC)C)=O